CC1NCC2=CC=CC=C12 1-methylisoindoline